C1(CCC1)C=1C(=NN(C1NC(OC1CC(C1)(F)F)=O)C)C1CC(C1)(F)F 3,3-difluorocyclobutyl (4-cyclobutyl-3-(3,3-difluorocyclobutyl)-1-methyl-1H-pyrazol-5-yl)-carbamate